FC1=CC(=C(C(=O)O)C=C1F)S(=O)(=O)C 4,5-difluoro-2-(methylsulfonyl)benzoic acid